C(#N)C1=C(C(=NC(=C1)C1=C(C=C(C=C1)F)C#N)C(CCC(=O)O)=O)O 4-[4-Cyano-6-(2-cyano-4-fluoro-phenyl)-3-hydroxy-pyridin-2-yl]-4-oxo-butyric acid